NC(C(=O)O)CN α,β-diamino-propionic acid